3-(1-hydroxy-2-methylpropane-2-yl)thiourea OCC(C)(C)NC(N)=S